3-(3,3-difluorobutyl)-3-methylisobenzofuran FC(CCC1(OCC2=CC=CC=C12)C)(C)F